C(C)(C)(C)C1=C(C=C(C=C1)NC(C(C=1C=C2CCN(C2=CC1)C)NC(=O)[C@H]1CNC(C1)=O)=O)F (3R)-N-(2-((4-tert-butyl-3-fluorophenyl)amino)-1-(1-methyl-2,3-dihydro-1H-indol-5-yl)-2-oxoethyl)-5-oxopyrrolidine-3-carboxamide